(3S)-3-({1-cyclopentyl-5-[2-(trifluoromethyl)phenyl]-1H-pyrazol-3-yl}formamido)-5-(3-fluoro-3-methylpiperidin-1-yl)pentanoic acid trifluoroacetate FC(C(=O)O)(F)F.C1(CCCC1)N1N=C(C=C1C1=C(C=CC=C1)C(F)(F)F)C(=O)N[C@H](CC(=O)O)CCN1CC(CCC1)(C)F